(E)-4-(2-cyano-4-methyl-2-pentenoyl)-N-(1-((3,4-dichlorophenyl)ethynyl)cyclopropyl)piperazine-1-carboxamide C(#N)/C(/C(=O)N1CCN(CC1)C(=O)NC1(CC1)C#CC1=CC(=C(C=C1)Cl)Cl)=C\C(C)C